N1(CCCC1)CC1CN(C1)C=1N=CC(=NC1)C(=O)N 5-(3-(pyrrolidin-1-ylmethyl)azetidin-1-yl)pyrazine-2-carboxamide